FC(F)(F)[S] (trifluoromethyl)sulfur